4,6-dichloro-2-(3,5-dimethyl-1h-pyrazol-1-yl)pyrimidine ClC1=NC(=NC(=C1)Cl)N1N=C(C=C1C)C